(±)-2-(3-((2-(7-bromo-4-fluorobenzofuran-5-yl)-2-hydroxyethyl)(methyl)amino)-2-(methoxymethyl Oxy)phenyl)ethyl acetate C(C)(=O)OCCC1=C(C(=CC=C1)N(C)C[C@H](O)C=1C=C(C2=C(C=CO2)C1F)Br)OCOC |r|